NC1=C(C=CC=C1)C1=NN(C(O1)=O)COCC[Si](C)(C)C 5-(2-aminophenyl)-3-((2-(trimethylsilyl)ethoxy)methyl)-1,3,4-oxadiazol-2(3H)-one